C(\C=C\C(=O)O)(=O)O.BrC=1C=C2C=CN(C2=CC1)CCN(C)C 2-(5-bromo-1H-indol-1-yl)-N,N-dimethylethan-1-amine fumarate salt